methyl 2-(1-{3-[2-(methoxymethoxy)phenyl]cinnolin-6-yl}-1,2,3-triazol-4-yl)-3-methylbutanoate COCOC1=C(C=CC=C1)C=1N=NC2=CC=C(C=C2C1)N1N=NC(=C1)C(C(=O)OC)C(C)C